S1C(=CC=C1)NC(=O)OCC1=CC=CC=C1 Benzyl 2-thiophenecarbamate